methyl 3-methyl-5-phenoxy-pyridazine-4-carboxylate CC=1N=NC=C(C1C(=O)OC)OC1=CC=CC=C1